Cyclotetrasiloxane-acrylate O1[SiH](O[SiH2]O[SiH2]O[SiH2]1)C=CC(=O)[O-]